C(C)OC(C(CC1=CC(=C(C=C1)O)OC)(C1(C(OCC1)=O)O)O)=O.Cl[C-2]Cl dichloromethanediid Ethyl-2-hydroxy-3-(4-hydroxy-3-methoxyphenyl)-2-(3-hydroxy-2-oxo-tetrahydro-furan-3-yl)propanoate